2-(3-amino-6-bromoquinolin-2-yl)propan-2-ol NC=1C(=NC2=CC=C(C=C2C1)Br)C(C)(C)O